S(=O)(=O)([O-])[O-].[Rh+3].NC=1C=C(OC=2C=C(C=CC2)C2=CC=C(C=C2)OC2=CC(=CC=C2)N)C=CC1.S(=O)(=O)([O-])[O-].S(=O)(=O)([O-])[O-].[Rh+3] 3,4'-bis(3-aminophenoxy)biphenyl rhodium(III) sulfate